5-Fluoro-2-(1H-pyrazole-3-yl)pyridine FC=1C=CC(=NC1)C1=NNC=C1